5-chloro-2-(2-methoxyphenyl)-1-methyl-1H-pyrrolo[2,3-c]pyridine ClC=1C=C2C(=CN1)N(C(=C2)C2=C(C=CC=C2)OC)C